C(C)(C)(C)C1=CC=C(C=C1)OP(OC1=CC=C(C=C1)C(C)(C)C)(OC1=CC=C(C=C1)C(C)(C)C)=O phosphoric acid tris(p-tert-butylphenyl) ester